(thiophen-3-yl)-7-(trifluoromethyl)-1,2-dihydroquinoline-3,8-dicarboxamide S1C=C(C=C1)N1CC(=CC2=CC=C(C(=C12)C(=O)N)C(F)(F)F)C(=O)N